CSC(=C1C([C@@]2([C@@](OC3=C2C(=CC(=C3)OC)OC)([C@@H]1C1=CC=CC=C1)C1=CC=C(C=C1)OC)O[Si](C)(C)C)=O)SC |r| rac-(3R,3aR,8bR)-2-(bis(methylthio)methylene)-6,8-dimethoxy-3a-(4-methoxyphenyl)-3-phenyl-8b-((trimethylsilyl)oxy)-2,3,3a,8b-tetrahydro-1H-cyclopenta[b]benzofuran-1-one